ClC=1C=C(C=CC1C(F)(F)F)NC(C1=CC(=C(C(=C1)C=O)O)F)=O N-(3-chloro-4-(trifluoromethyl)phenyl)-3-fluoro-5-formyl-4-hydroxybenzamide